5-(aminomethyl)-1,2,4-triazole-3-carboxamide NCC1=NC(=NN1)C(=O)N